2,2-dimethoxy-1-(3-dimethoxymethylsilylpropyl)-1-aza-2-silacyclopentane CO[Si]1(N(CCC1)CCC[SiH2]C(OC)OC)OC